CC([C@H](C(NCCC(OCCCCCCCCCCC)=O)=O)OC(C(CCC(=O)[O-])CC(CCCCCCCC)CCCCCC)=O)(COC(CCN1CCOCC1)=O)C (R)-3,3-dimethyl-4-((3-morpholinopropanoyl)oxy)-1-oxo-1-((3-oxo-3-(undecyloxy)propyl)amino)butane-2-yl(2-hexyldecyl)glutarate